(S)-3-chloro-5-(3-(2-chloro-7-(1-methoxyethyl)pyrazolo[1,5-a]pyrimidin-6-yl)ureido)-N-(2-(dimethylamino)ethyl)-N-methylpyridineamide ClC=1C(=NC=C(C1)NC(=O)NC=1C=NC=2N(C1[C@H](C)OC)N=C(C2)Cl)C(=O)N(C)CCN(C)C